5-[(3,4-Di-tert-butylphenoxymethylthio)methyl]-1,3,4-oxadiazol-2(3H)-one C(C)(C)(C)C=1C=C(OCSCC2=NNC(O2)=O)C=CC1C(C)(C)C